1-tritylbenzimidazol-5-ol C(C1=CC=CC=C1)(C1=CC=CC=C1)(C1=CC=CC=C1)N1C=NC2=C1C=CC(=C2)O